C1(CCCCC1)NC(CN)C N2-cyclohexyl-1,2-propanediamine